C(C1=CC=CC=C1)NC(=O)[C@@H]1N(CCC1)C=1SC2=C(N=CN=C2OCC)N1 (R)-N-Benzyl-1-(7-ethoxy[1,3]thiazolo[4,5-d]pyrimidin-2-yl)pyrrolidin-2-carboxamid